[NH4+].C(C)OCS(=O)(=O)[O-] ethoxymethylsulfonic acid ammonium salt